O=C1NC(CCC1N1C(C2=CC=C(C=C2C1)C1C(CN(CC1)C(=O)OC(C)(C)C)(F)F)=O)=O tert-butyl 4-(2-(2,6-dioxopiperidin-3-yl)-1-oxoisoindolin-5-yl)-3,3-difluoropiperidine-1-carboxylate